ClC1=CC=C(C=C1)C=1N=NN(C1)CC(=O)NC1=CC=C(C=C1)[N+](=O)[O-] 2-(4-(4-chlorophenyl)-1H-1,2,3-triazol-1-yl)-N-(4-nitrophenyl)acetamide